N-(2-(imidazo[1,2-a]pyridin-3-yl)propan-2-yl)-1-(6-methyl-2-(4-methyl-1,4-diazepan-1-yl)thieno[3,2-d]pyrimidin-4-yl)azetidine-3-carboxamide N=1C=C(N2C1C=CC=C2)C(C)(C)NC(=O)C2CN(C2)C=2C1=C(N=C(N2)N2CCN(CCC2)C)C=C(S1)C